5-Bromo-2-[(4,4-difluoropiperidin-1-yl)methyl]-3-fluoropyridine BrC=1C=C(C(=NC1)CN1CCC(CC1)(F)F)F